(1-Naphthalenesulfonyl)-N-(4-(4-(dimethylamino)-1-piperidinyl)-2-methoxyphenyl)-2-amino-7H-pyrrolo[2,3-d]pyrimidine C1(=CC=CC2=CC=CC=C12)S(=O)(=O)C=1C2=C(N(C(N1)N)C1=C(C=C(C=C1)N1CCC(CC1)N(C)C)OC)NC=C2